4-((5-(dimethylamino)-2,3,4,5-tetrahydro-1H-benzo[b]azepin-1-yl)methyl)-N-hydroxybenzamide CN(C1C2=C(N(CCC1)CC1=CC=C(C(=O)NO)C=C1)C=CC=C2)C